ethyl (5-fluoro-6-(methylamino) pyridin-2-yl)-5-(trifluoromethyl)-1H-pyrazole-4-carboxylate FC=1C=CC(=NC1NC)N1N=CC(=C1C(F)(F)F)C(=O)OCC